2-[[2-(2,6-dioxo-3-piperidinyl)-3-oxo-isoindolin-5-yl]amino]-N-tetrahydropyran-4-yl-acetamide O=C1NC(CCC1N1CC2=CC=C(C=C2C1=O)NCC(=O)NC1CCOCC1)=O